6-(pyridin-3-ylmethoxy)pyridin N1=CC(=CC=C1)COC1=CC=CC=N1